(S)-tert-butyl (1-(ethyl(2-oxo-2-(4-(5-(trifluoromethyl)pyrimidin-2-yl)piperazin-1-yl) ethoxy)amino)propan-2-yl)carbamate C(C)N(C[C@H](C)NC(OC(C)(C)C)=O)OCC(N1CCN(CC1)C1=NC=C(C=N1)C(F)(F)F)=O